C[C@H]1CN(CC[C@@H]1NC(=O)C1(CC1)CC1=C(C=CC=C1)C)C(=O)OC(C)(C)C tert-butyl (3S,4S)-3-methyl-4-(1-(2-methylbenzyl)cyclopropane-1-carboxamido)piperidine-1-carboxylate